({[4-(5,6-dimethoxy-pyridazin-3-yl)phenyl]methyl}amino)cyclopentan-1-ol COC=1C=C(N=NC1OC)C1=CC=C(C=C1)CNC1(CCCC1)O